4-[(3S)-3-amino-3-methylpyrrolidin-1-yl]-N-(1-cyclopropylethyl)-5-(3-fluoro-5-methylphenyl)pyridine-3-carboxamide N[C@@]1(CN(CC1)C1=C(C=NC=C1C1=CC(=CC(=C1)C)F)C(=O)NC(C)C1CC1)C